tetramethylcyclopentadienyl-(diphenyl)hydroxymethyl-tetramethyldisilane CC1=C(C(=C(C1[Si]([Si](C(C1=CC=CC=C1)C1=CC=CC=C1)(C)C)(C)CO)C)C)C